(S)-7-benzyl-5,5-difluoro-8-methyl-2,7-diazaspiro[3.5]nonane-2-carboxylate C(C1=CC=CC=C1)N1CC(C2(CN(C2)C(=O)[O-])C[C@@H]1C)(F)F